(R)-7-chloro-1-(3-(2-(4,4-difluoropiperidin-1-yl)-2-oxoethoxy)phenyl)-4-(3-hydroxypyrrolidin-1-yl)quinazolin-2(1H)-one ClC1=CC=C2C(=NC(N(C2=C1)C1=CC(=CC=C1)OCC(=O)N1CCC(CC1)(F)F)=O)N1C[C@@H](CC1)O